C(#N)C[C@@H]1N(CCN(C1)C=1C2=C(N=C(N1)OC[C@H]1N(CCC1)C)C(N(C(=N2)C)C2=C1C=NNC1=CC=C2C)=O)C(=O)OCC2=CC=CC=C2 benzyl (S)-2-(cyanomethyl)-4-(6-methyl-7-(5-methyl-1H-indazol-4-yl)-2-(((S)-1-methylpyrrolidin-2-yl)methoxy)-8-oxo-7,8-dihydropyrimido[5,4-d]pyrimidin-4-yl)piperazine-1-carboxylate